The molecule is a hydrate that is the monohydrate form of dasabuvir sodium; used in combination with ombitasvir, paritaprevir and ritonavir (under the trade name Viekira Pak) for treatment of chronic hepatitis C virus genotype 1 infection as well as cirrhosis of the liver. It has a role as an antiviral drug and a nonnucleoside hepatitis C virus polymerase inhibitor. It contains a dasabuvir sodium. CC(C)(C)C1=CC(=CC(=C1OC)C2=CC3=C(C=C2)C=C(C=C3)[N-]S(=O)(=O)C)N4C=CC(=O)NC4=O.O.[Na+]